C(C)OC1=C2C=C(NC2=CC=C1)C(=O)N[C@@H](CC(C)C)C(=O)N[C@@H](C[C@H]1C(NCCC1)=O)C(=O)OC methyl N-(4-ethoxy-1H-indole-2-carbonyl)-L-leucyl-3-[(3S)-2-oxopiperidin-3-yl]-L-alaninate